N1(CCCCC1)C1=NNC2=NC=CC=C21 3-piperidinyl-pyrazolo[3,4-b]pyridine